N-{(4aR,6R)-5,5-difluoro-1-oxo-2-[4-(2,4,6-trifluorophenyl)[1,2]oxazolo[5,4-b]pyridin-3-yl]octahydropyrrolo[1,2-c]pyrimidin-6-yl}ethanesulfonamide FC1([C@@H](CN2C(N(CC[C@@H]21)C2=NOC1=NC=CC(=C12)C1=C(C=C(C=C1F)F)F)=O)NS(=O)(=O)CC)F